C(C)(=O)NC=1C=2N(C=C(C1)C(N(C)C1=CC(=C(C=C1)F)OC)=O)C(=CN2)C=2C=CC(=NC2)NC(OC)=O methyl N-[5-[8-acetamido-6-[(4-fluoro-3-methoxy-phenyl)-methyl-carbamoyl]imidazo[1,2-a]pyridin-3-yl]-2-pyridyl]carbamate